dibutyl-octadecanedioic acid C(CCC)C(C(=O)O)(CCCCCCCCCCCCCCCC(=O)O)CCCC